FC(C=1C=C2C=NC(=NC2=C(C1)N1CC2(C1)CNCC2)NC2CCN(CC2)S(=O)(=O)C2(CC2)C)F 6-(difluoromethyl)-N-(1-((1-methylcyclopropyl)sulfonyl)piperidin-4-yl)-8-(2,6-diazaspiro[3.4]octan-2-yl)quinazolin-2-amine